(6R)-6-{[2-(3-methoxyphenyl)[1,2,4]triazolo[1,5-c]quinazolin-5-yl]amino}-1,4-diazepin-5-one COC=1C=C(C=CC1)C1=NN2C(=NC=3C=CC=CC3C2=N1)NC=1C(N=CC=NC1)=O